tert-butyl (1-((((benzyloxy)carbonyl)amino)methyl)cyclopropyl)carbamate C(C1=CC=CC=C1)OC(=O)NCC1(CC1)NC(OC(C)(C)C)=O